CC(C)NC(=O)O[C@H]1C[C@H](CC1)C=1NN=C(C1)NC=1C=C2CCC(C2=CC1)C#N (1R,3S)-3-{5-[(1-cyano-2,3-dihydro-1H-inden-5-yl)amino]-2H-pyrazol-3-yl}cyclopentyl (prop-2-ylamino)methanoate